N-(2-(3-Chloro-1-(2,2-dimethyltetrahydro-2H-pyran-4-yl)-1H-pyrazol-4-yl)pyrimidin-4-yl)-5-isopropyl-8-((2R,3S)-2-methyl-3-((methanesulfonyl)methyl)azetidin-1-yl)isoquinolin-3-amine ClC1=NN(C=C1C1=NC=CC(=N1)NC=1N=CC2=C(C=CC(=C2C1)C(C)C)N1[C@@H]([C@H](C1)CS(=O)(=O)C)C)C1CC(OCC1)(C)C